COC1=CC=C(CN(N2N=C(C3=C(C2)C=CN(C3=O)CC3=CC=C(C(=O)O)C=C3)NCCCC)CC3=CC=C(C=C3)OC)C=C1 4-((2-(Bis(4-methoxybenzyl)amino)-4-(butylamino)-5-oxopyridino[4,5-d]pyridazin-6(5H)-yl)methyl)benzoic acid